(S)-2-((S)-4-(neopentylamino)-2-(nicotinamido)-4-oxobutylamino)-4-phenylbutyric acid C(C(C)(C)C)NC(C[C@@H](CN[C@H](C(=O)O)CCC1=CC=CC=C1)NC(C1=CN=CC=C1)=O)=O